CC(C(=O)N1C(CCCC1)C=1NC(=CN1)C1=CC=C(C=O)C=C1)CC 4-(2-(1-(2-Methylbutanoyl)piperidin-2-yl)-1H-imidazol-5-yl)benzaldehyde